P(=O)(OCCCCCC)(OCCCCCC)OCCCCCC Trihexyl Phosphate